O=C1N=C(C=C2N1CCC1=CC(=CC=C21)OCC=2C=C(C#N)C=CC2)OCC2OCCC2 3-[4-Oxo-2-(tetrahydro-furan-2-ylmethoxy)-6,7-dihydro-4H-pyrimido[6,1-a]isoquinolin-9-yloxymethyl]-benzonitrile